(S)-2-(2-(6-(2,5-dioxo-1H-pyrrol-1-yl)hexanoylamino)acetamido)-3-phenylpropionic acid O=C1N(C(C=C1)=O)CCCCCC(=O)NCC(=O)N[C@H](C(=O)O)CC1=CC=CC=C1